NC1=C(C=C(C(=O)OC)C=C1)NCCOC methyl 4-amino-3-((2-methoxyethyl)amino)benzoate